CN1CCN(CC1)C1N(CC(CC1C(=O)O)B1OC(C(O1)(C)C)(C)C)C1=NC=C(C=N1)B1OC(C(O1)(C)C)(C)C 2-(4-methylpiperazin-1-yl)-5-(4,4,5,5-tetramethyl-1,3,2-dioxaborolan-2-yl)1-(5-(4,4,5,5-tetramethyl-1,3,2-dioxaborolan-2-yl)pyrimidin-2-yl)piperidine-3-carboxylic acid